N-tert-Butyl-4-[[2-(p-tolyl)acetyl]amino]pyridine-2-carboxamide C(C)(C)(C)NC(=O)C1=NC=CC(=C1)NC(CC1=CC=C(C=C1)C)=O